FC(C1=NN(C=C1NC(=O)C=1N=C(OC1)C1=CC(=NC=C1)NCC(F)(F)F)C1=CC=C(C=C1)N1CCN(CC1)CC1=C(C=CC=C1)C1C(NC(CC1)=O)=O)F N-(3-(difluoromethyl)-1-(4-(4-(2-(2,6-dioxopiperidin-3-yl)benzyl)piperazin-1-yl)phenyl)-1H-pyrazol-4-yl)-2-(2-((2,2,2-trifluoroethyl)amino)pyridin-4-yl)oxazole-4-carboxamide